((E)-2-((2R,3S,4R,5R)-5-(3-benzoyl-2,4-dioxo-3,4-dihydropyrimidin-1(2H)-yl)-3-hydroxy-4-propyltetrahydrofuran-2-yl)vinyl)phosphonic acid dimethyl ester COP(OC)(=O)\C=C\[C@H]1O[C@H]([C@@H]([C@@H]1O)CCC)N1C(N(C(C=C1)=O)C(C1=CC=CC=C1)=O)=O